4-(2-(4-((2-(2-oxo-6-azaspiro[3.3]heptan-6-yl)pyrimidin-4-yl)methoxy)phenyl)propan-2-yl)benzoic acid O=C1CC2(C1)CN(C2)C2=NC=CC(=N2)COC2=CC=C(C=C2)C(C)(C)C2=CC=C(C(=O)O)C=C2